COC=1C=CC(=C2C(=CNC12)C)CNC1=CN=C2C(=N1)N=C(C=C2)N(C2CC(C2)O)C 3-[(3-{[(7-methoxy-3-methyl-1H-indol-4-yl)methyl]amino}pyrido[2,3-b]pyrazin-6-yl)(methyl)amino]cyclobutan-1-ol